C(\C=C\C(=O)O)(=O)O.FC1=C2C(=NNC2=CC=C1)CCN(C)C 2-(4-fluoro-1H-indazol-3-yl)-N,N-dimethylethan-1-amine fumarate